2-fluoro-10-methoxy-3-piperazin-1-yl-5-ethyl-5H-indolo[3,2-c][1,8]naphthyridine FC=1C=C2C=3C(=CN(C2=NC1N1CCNCC1)CC)C1=CC=CC(=C1N3)OC